(S)-N-(2-(4-(2-fluoropyridin-4-yl)-2-methylpiperazin-1-yl)pyrimidin-5-yl)-6-(1H-pyrazol-1-yl)nicotinamide FC1=NC=CC(=C1)N1C[C@@H](N(CC1)C1=NC=C(C=N1)NC(C1=CN=C(C=C1)N1N=CC=C1)=O)C